(3-(difluoromethyl)-4-((1-(methylsulfonyl)piperidin-4-yl)methoxy)phenyl)methanol FC(C=1C=C(C=CC1OCC1CCN(CC1)S(=O)(=O)C)CO)F